2-bromo-1-(4-chlorophenoxy)-3-phenoxybenzene BrC1=C(C=CC=C1OC1=CC=CC=C1)OC1=CC=C(C=C1)Cl